2-(1-methyl-1H-indol-2-yl)-N-(3-(methylsulfonamido)phenyl)thiazole-4-carboxamide CN1C(=CC2=CC=CC=C12)C=1SC=C(N1)C(=O)NC1=CC(=CC=C1)NS(=O)(=O)C